CN(C(C(C)(C)C)N(CCO)CCO)C N,N-dimethyl-N',N'-bis(hydroxyethyl)neopentanediamine